Cl.O1C(=NC=C1)[C@H](C)N (S)-1-(oxazol-2-yl)ethan-1-amine hydrochloride